CC(CCCCCCCCC(=O)OCCCCCCCN(CCO)CCCCCCCC(=O)OC(CCCCCCCC)CCCCCCCC)C 7-((8-(heptadecan-9-yloxy)-8-oxooctyl)(2-hydroxyethyl)amino)heptyl 10-methylundecanoate